FC1(CCC2=C1N=C(N=C2C2=CC=C(C=C2)C2(CCS(CC2)(=O)=O)NC(OCC[Si](C)(C)C)=O)S(=O)(=O)C)F 2-(trimethylsilyl)ethyl (4-(4-(7,7-difluoro-2-(methylsulfonyl)-6,7-dihydro-5H-cyclopenta[d]pyrimidin-4-yl)phenyl)-1,1-dioxidotetrahydro-2H-thiopyran-4-yl)carbamate